4-iodo-2-(6-azaspiro[2.5]Octan-6-yl)benzoic acid IC1=CC(=C(C(=O)O)C=C1)N1CCC2(CC2)CC1